BrC1=CC=CC(=N1)C(=O)NC=1C(=CC=2N(C1)C=C(N2)CCC(C)(C)O)OC 6-bromo-N-[2-(3-hydroxy-3-methylbutyl)-7-methoxyimidazo[1,2-a]pyridin-6-yl]pyridine-2-carboxamide